C(C1=CC=CC=C1)N1C[C@H]([C@@H](C1)C1CCCCC1)C#N (trans)-1-benzyl-4-cyclohexylpyrrolidine-3-carbonitrile